BrC=1SC2=C(N1)C(=CC(=C2)C(=O)OC)Br methyl 2,4-dibromobenzo[d]thiazole-6-carboxylate